CS(=O)(C)=NC1=NC=C(C=N1)C#C 2-{[dimethyl-(oxo)-λ6-sulfanylidene]amino}-5-ethynylpyrimidine